C(C([2H])([2H])[2H])(OC=1C(=NC=C(C1)F)OC=1C=C(C=NC1)C1=NC=C(C=N1)C(=O)N[C@@H]1CNC[C@H](C1)F)([2H])[2H] 2-{5-[((3-Ethoxy-d5)-5-fluoropyridin-2-yl)oxy]pyridin-3-yl}-N-[(3S,5S)-5-fluoropiperidin-3-yl]pyrimidine-5-carboxamide